[(1s,3s)-3-Aminocyclobutyl]methyl-4-methylbenzene-1-sulfonate NC1CC(C1)COS(=O)(=O)C1=CC=C(C=C1)C